CC1=C(OC2CC3(C2)CCN(CC3)C=O)C=CC(=C1)C(F)(F)F (2-(2-methyl-4-(trifluoromethyl)phenoxy)-7-azaspiro[3.5]nonan-7-yl)methanone